IC1=CC(=C2C=CNC2=C1)N 6-Iodo-1H-indol-4-ylamine